(3R,5R)-7-[2-(4-fluorophenyl)-5-isopropyl-3-phenyl-4-(phenylcarbamoyl)pyrrol-1-yl]-3,5-dihydroxyheptanoic acid FC1=CC=C(C=C1)C=1N(C(=C(C1C1=CC=CC=C1)C(NC1=CC=CC=C1)=O)C(C)C)CC[C@H](C[C@H](CC(=O)O)O)O